α-amino-3-hydroxyl-5-methyl-4-isoxazole-propionate NC(C(=O)[O-])CC=1C(=NOC1C)O